CN1C(=C2C(N[C@H](CC2=C1C(=O)OCC)C)=O)C ethyl (S)-2,3,6-trimethyl-4-oxo-4,5,6,7-tetrahydro-2H-pyrrolo[3,4-c]pyridine-1-carboxylate